Cl[Ga-](Cl)(Cl)Cl.[Cl+] chlorine tetrachlorogallate